3,3-dimethyl-3H-indol-1-ium 2,2,2-trifluoroacetate FC(C(=O)[O-])(F)F.CC1(C=[NH+]C2=CC=CC=C12)C